NC1=CC=C(C(=N1)C)C1=NN(C2=CC=C(C=C12)C(=O)NC=1C=CC(=C(C1)NC(C1=CC=C(C(=O)NC)C=C1)=O)C)C N1-(5-(3-(6-Amino-2-methylpyridin-3-yl)-1-methyl-1H-indazole-5-carboxamido)-2-methylphenyl)-N4-methylterephthalamide